5-(4-((1-Isopropyl-1,4,5,7-tetrahydropyrano[3,4-c]pyrazol-4-yl)methoxy)phenyl)-2-oxo-6-(trifluoromethyl)-1,2-dihydropyridine-3-carbonitrile C(C)(C)N1N=CC2=C1COCC2COC2=CC=C(C=C2)C=2C=C(C(NC2C(F)(F)F)=O)C#N